OC1=NN2C(C=CC=C2)=C1C(=O)NC1=C(C=C(C(=C1)C)OC1=CC=NC=C1)C(C)C 2-Hydroxy-N-(2-isopropyl-5-methyl-4-(pyridin-4-yloxy)phenyl)pyrazolo[1,5-a]pyridine-3-carboxamide